aminouracil glutamate N[C@@H](CCC(=O)O)C(=O)O.NC=1C(NC(NC1)=O)=O